BrC=1N=C(C(=NC1)N)OCC=1C=NC=CC1 5-Bromo-3-(pyridin-3-ylmethoxy)pyrazin-2-amine